BrC1=NC=NC(=C1)C(C)(C)C 4-bromo-6-tert-butyl-pyrimidine